FC1=CC=C(C=C1)S(=O)(=O)N1CCC(CC1)C1=NN=C(S1)N 5-[1-(4-fluoro-benzenesulfonyl)piperidin-4-yl]-1,3,4-thiadiazol-2-amine